CC(C#N)(C)N1N=CC(=C1)N\C(\C)=C\1/C(NC2=CN=C(C=C21)C=2C=NC=CC2C)=O (Z)-2-Methyl-2-(4-((1-(5-(4-methylpyridin-3-yl)-2-oxo-1H-pyrrolo[2,3-c]pyridin-3(2H)-ylidene)ethyl)amino)-1H-pyrazol-1-yl)propanenitrile